BrCC1=NC=CC(=C1)OC 2-(bromomethyl)-4-methoxypyridine